methyl 4-[(1S)-1-(2,6-dimethylpyrimidin-4-yl)oxyethyl]benzoate CC1=NC(=CC(=N1)O[C@@H](C)C1=CC=C(C(=O)OC)C=C1)C